2,5-dioxopyrrolidin-1-yl-5-methyl-4-(pyridin-2-ylthio)heptanoic acid O=C1N(C(CC1)=O)C(C(=O)O)CC(C(CC)C)SC1=NC=CC=C1